N-[(4-Chlorophenyl)-methyl]-2-ethylsulfanyl-4-methyl-6-morpholin-4-yl-pyridine-3-carboxylic acid amide ClC1=CC=C(C=C1)CNC(=O)C=1C(=NC(=CC1C)N1CCOCC1)SCC